CC1=CC=2C3=C(NC2C=C1)C(CC3)CC(=O)O 2-(7-methyl-1,2,3,4-tetrahydrocyclopenta[b]indol-3-yl)acetic acid